Cl(=O)(=O)(=O)[O-].[K+] potassiuM perchlorate